COC1=C(C=CC(=C1)OC)C1=CC2=C(S1)C=CC=C2 2-(2,4-dimethoxyphenyl)benzo[b]thiophene